COC(=O)C1=C(N(C=2N=C(N=C(C21)C=2N=CSC2NC(=O)OC(C)(C)C)C)C2=C(C(=CC=C2C)OC)C)N 6-Amino-4-(5-((tert-butoxycarbonyl)amino)thiazol-4-yl)-7-(3-methoxy-2,6-dimethylphenyl)-2-Methyl-7H-pyrrolo[2,3-d]pyrimidine-5-carboxylic acid methyl ester